4-((2-(4-(1H-pyrazol-1-yl)phenyl)-6-formylpyrimidine-4-carboxamido)methyl)benzene N1(N=CC=C1)C1=CC=C(C=C1)C1=NC(=CC(=N1)C(=O)NCC1=CC=CC=C1)C=O